7-[3-(3,4,6,7,8,8a-hexahydro-1H-pyrrolo[1,2-a]pyrazin-2-yl)-1,2,4-triazin-6-yl]-4-(1H-pyrazol-4-yl)-1,3-benzothiazole C1C2N(CCN1C=1N=NC(=CN1)C1=CC=C(C=3N=CSC31)C=3C=NNC3)CCC2